N-[3-(methanesulfonylmethyl)phenyl]-5H,6H,7H,8H-pyrido[3,4-d]pyrimidin-2-amine CS(=O)(=O)CC=1C=C(C=CC1)NC=1N=CC2=C(N1)CNCC2